(3R)-((1-ethyl-1H-1,2,3-triazol-4-yl)methoxy)-2,2-dimethyl-3-(4-methyl-3-(((R)-4-ethyl-1,1-dioxido-4,5-dihydrobenzo[f][1,2]thiazepin-2(3H)-yl)methyl)phenyl)propanoic acid C(C)N1N=NC(=C1)CO[C@@H](C(C(=O)O)(C)C)C1=CC(=C(C=C1)C)CN1S(C2=C(C[C@H](C1)CC)C=CC=C2)(=O)=O